FC=1C(=C(C=CC1F)C1C(SC(C1)(C(F)(F)F)C)C(=O)NC=1C=CC(=C(C1)B(O)O)Cl)OC (5-(3-(3,4-difluoro-2-methoxyphenyl)-5-methyl-5-(trifluoromethyl)tetrahydrothiophene-2-carboxamido)-2-chlorophenyl)boronic acid